3-(4-(difluoromethoxy)-3-fluoro-2-methoxyphenyl)-4,5-dimethyl-5-(trifluoromethyl)tetrahydrofuran-2-carboxylic acid ethyl ester C(C)OC(=O)C1OC(C(C1C1=C(C(=C(C=C1)OC(F)F)F)OC)C)(C(F)(F)F)C